[Si](C)(C)(C(C)(C)C)OCC1=CC(=NC=N1)C1=CN=C2N1N=C(C=C2)NC(C)C2=C(C=CC=C2)OCC2=CC=C(C=C2)OC 3-(6-(((tert-butyldimethylsilyl)oxy)methyl)pyrimidin-4-yl)-N-(1-(2-((4-methoxybenzyl)oxy)phenyl)ethyl)imidazo[1,2-b]pyridazin-6-amine